C(#N)C=1C(=CC(=NC1)NC(=O)N1C2CC(C3=CC(=C(N=C13)C=O)CN1CCN(CC1)C)(C2)F)NCCOC N-(5-cyano-4-((2-methoxyethyl)amino)pyridin-2-yl)-4-fluoro-7-formyl-6-((4-methylpiperazin-1-yl)methyl)-3,4-dihydro-2,4-methylene-1,8-naphthyridine-1(2H)-carboxamide